2,2-dimethyl-4-oxo-butanenitrile CC(C#N)(CC=O)C